ClC=1C=CC(=C(C1)CC(=O)NC1=CC(=NC=C1)C(=O)NCCCC1=CC=CC=C1)O 4-[[2-(5-chloro-2-hydroxy-phenyl)acetyl]amino]-N-(3-phenylpropyl)pyridine-2-carboxamide